[Br-].C(C)O[Si](CCCOC1=C(C=C(C=C1)O)[P+](C1CCCCC1)(C1CCCCC1)C1CCCCC1)(OCC)OCC (2-[3-(triethoxysilyl)propoxy]-5-hydroxyphenyl)tricyclohexylphosphonium bromide